(±)-cis-3-(Benzyloxy)-2-methylcyclobutan-1-one C(C1=CC=CC=C1)O[C@@H]1[C@@H](C(C1)=O)C |r|